N1=C(C=CC=C1)C1CN(CCO1)C(=O)OC(C)(C)C tert-butyl 2-(pyridine-2-yl)morpholine-4-carboxylate